(S)-1-((6-butoxy-3-methyl-3,4-dihydronaphthalen-2-yl)methyl)azetidine-3-carboxylic acid methyl ester COC(=O)C1CN(C1)CC1=CC2=CC=C(C=C2C[C@@H]1C)OCCCC